C(C=C)(=O)N1C[C@@H](N(C[C@H]1C)C1=NC(N2C3=C(C(=C(C=C13)Cl)C1=C(C=C(C=C1)F)F)OC[C@H]2CN2C(CN(CC2)C)=O)=O)C (3R)-7-((2S,5R)-4-acryloyl-2,5-dimethyl-piperazin-1-yl)-9-chloro-10-(2,4-difluorophenyl)-3-((4-methyl-2-oxopiperazin-1-yl)methyl)-2H-[1,4]oxazino[2,3,4-ij]-quinazolin-5(3H)-one